O=C1NC(CCC1C1=NN(C2=CC=CC=C12)CC(=O)NCC1=CC=C(C=C1)C(C)C)=O 2-(3-(2,6-Dioxopiperidin-3-yl)-1H-indazol-1-yl)-N-(4-isopropylbenzyl)acetamide